C1=CC=CC=2N(C3=C(C=CC21)C=CC=C3)C(=O)N3[C@H]2[C@H](N(C[C@@H]3CC2)C(N(C2=CC=CC=C2)C2=CC=CC=C2)=O)C(=O)O (1R,2S,5S)-8-(5H-dibenzo[b,f]azepine-5-carbonyl)-3-(diphenylcarbamoyl)-3,8-diazabicyclo[3.2.1]octane-2-carboxylic acid